COC(=O)C1C2CCC(C1NC1=NC(=NC(=N1)C1=CN(C3=NC=C(C=C31)F)S(=O)(=O)C3=CC=C(C)C=C3)C3=CC=CC=C3)CC2 (+/-)-trans-3-((4-(5-fluoro-1-p-toluenesulfonyl-1H-pyrrolo[2,3-b]pyridin-3-yl)-6-phenyl-1,3,5-triazin-2-yl)amino)bicyclo[2.2.2]octane-2-carboxylic acid methyl ester